FC(C=1C=C2CCC(C2=CC1)N1N=CC(=C1)N)(F)F 1-(5-(trifluoromethyl)-2,3-dihydro-1H-inden-1-yl)-1H-pyrazol-4-amine